4-iodo-6a,7,8,9-tetrahydro-6H-pyrido[3,2-b]pyrrolo[1,2-d][1,4]oxazin-8-ol IC1=CC=NC2=C1OCC1N2CC(C1)O